C(C)(=O)C1=CN=C(C=C1C(=O)OC)Cl Methyl 5-acetyl-2-chloroisonicotinate